1,6-dimethyl-7-oxo-6,7-dihydro-1H-pyrrolo[2,3-c]pyridine-2-carbaldehyde CN1C(=CC2=C1C(N(C=C2)C)=O)C=O